methoxyl-3-nitrobenzamide O(C)C1=C(C(=O)N)C=CC=C1[N+](=O)[O-]